C12(C(CCCC1)=O)C1C=CC(C2)C1 5-norbornene-2-spiro-2'-cyclohexanone